2-chloro-4-(cyanomethyl)pyridin-3-yl ethyl carbonate C(OC=1C(=NC=CC1CC#N)Cl)(OCC)=O